benzyl-((4-(methoxymethyl)-4-(((1R,2S)-2-phenylcyclopropylamino) methyl) piperidin-1-yl) methyl) cyclobutanecarboxylate C1(CCC1)C(=O)OC(N1CCC(CC1)(CN[C@H]1[C@@H](C1)C1=CC=CC=C1)COC)CC1=CC=CC=C1